tributyloctylphosphorus C(CCC)[P](CCCCCCCC)(CCCC)CCCC